CCCCCCC(C(=O)O)[NH3+] The molecule is an alpha-amino-acid cation that is the conjugate acid of 2-aminooctanoic acid, arising from protonation of the amino group. It is a conjugate acid of a 2-aminooctanoic acid.